3-(4-((1R,5S,8r)-3-azabicyclo[3.2.1]octan-8-yl)-7-fluoro-1-oxoisoindolin-2-yl)piperidine-2,6-dione [C@@H]12CNC[C@@H](CC1)C2C2=C1CN(C(C1=C(C=C2)F)=O)C2C(NC(CC2)=O)=O